C(C)(C)(C)C1=NC=C(C=N1)C=1N=C2SCC(CN2C(C1C#N)=O)CF 8-(2-tert-butylpyrimidin-5-yl)-3-(fluoromethyl)-6-oxo-2H,3H,4H,6H-pyrimido[2,1-b][1,3]thiazine-7-carbonitrile